2-(6-fluoro-1H-indol-4-yl)-4-(4-fluoropiperidine-1-carbonyl)-7-methoxy-2,6-naphthyridin-1(2H)-one FC1=CC(=C2C=CNC2=C1)N1C(C2=CC(=NC=C2C(=C1)C(=O)N1CCC(CC1)F)OC)=O